Br\C=C\C(F)(F)F (e)-1-bromo-3,3,3-trifluoroprop-1-ene